ClC1=C(C(=CC=C1)Cl)C1=CC2=C(N=C(N=C2)NC2=CC(=C(N=N2)OCCN2CCS(CC2)(=O)=O)CNC(OC2=CC=CC=C2)=O)N(C1=O)C phenyl ((6-((6-(2,6-dichlorophenyl)-8-methyl-7-oxo-7,8-dihydropyrido[2,3-d]pyrimidin-2-yl)amino)-3-(2-(1,1-dioxidothiomorpholino)ethoxy)pyridazin-4-yl)methyl)carbamate